COC1=C(C=C(C=C1)C=1C=NN(C1)C)[C@@H](C)N[S@@](=O)C(C)(C)C (S)-N-[(1R)-1-[2-methoxy-5-(1-methylpyrazol-4-yl)phenyl]ethyl]-2-methyl-propane-2-sulfinamide